COC1=C(OC2=CC=CC(=N2)S(=O)(=O)NC(=O)C=2C(=NC=CC2)N2C(CC(C2)C)(C)C)C=CC=C1OC N-[[6-(2,3-Dimethoxyphenoxy)-2-pyridyl]sulfonyl]-2-(2,2,4-trimethylpyrrolidin-1-yl)pyridin-3-carboxamid